FC1=C(C=CC(=C1)F)C(COC=1C=2N(C=C(C1)C=1N=NN(C1C)C1CCNCC1)N=CC2C#N)O 4-[2-(2,4-Difluorophenyl)-2-hydroxy-ethoxy]-6-[5-methyl-1-(4-piperidinyl)triazol-4-yl]pyrazolo[1,5-a]pyridine-3-carbonitrile